BrC1=C(C=C(C#N)C=C1O)O 4-bromo-3,5-dihydroxybenzonitrile